methyl 5-[(3-amino-2-fluorophenyl) methyl]-2-(2-chloro-4-iodoanilino)-3,4-difluorobenzoate NC=1C(=C(C=CC1)CC=1C(=C(C(=C(C(=O)OC)C1)NC1=C(C=C(C=C1)I)Cl)F)F)F